C[C@@H]1N(C2=CC=C3C(=C2CC1)N=C(N3CC(NCC3=NC=NN3C)=O)CCN3C(C=CC=C3)=O)C(=O)OC methyl (7S)-7-methyl-3-({[(1-methyl-1H-1,2,4-triazol-5-yl)methyl]carbamoyl}methyl)-2-[2-(2-oxo-1,2-dihydropyridin-1-yl)ethyl]-3H,6H,7H,8H,9H-imidazo[4,5-f]quinoline-6-carboxylate